FC(C12CC(C1)(C2)C(=O)N(C)OC)F 3-(difluoromethyl)-N-methoxy-N-methylbicyclo[1.1.1]Pentane-1-carboxamide